C(OC1=C(N)C(=CC=C1)OC([2H])([2H])[2H])([2H])([2H])[2H] 2,6-bis(methoxy-d3)aniline